2-chloro-4-[[3-[2-chloro-4-(cyanomethoxy)-3-fluorophenyl]imidazo[1,2-a]pyrazin-8-yl]amino]-N-[2-(4-pyridyl)ethyl]benzamide ClC1=C(C(=O)NCCC2=CC=NC=C2)C=CC(=C1)NC=1C=2N(C=CN1)C(=CN2)C2=C(C(=C(C=C2)OCC#N)F)Cl